methyl 6-[3-(5-chloro-2-methoxypyridine-3-sulfonamido)-2,6-difluorophenyl]imidazo[1,5-a]pyridine-1-carboxylate ClC=1C=C(C(=NC1)OC)S(=O)(=O)NC=1C(=C(C(=CC1)F)C=1C=CC=2N(C1)C=NC2C(=O)OC)F